O(OCCCCCCS)S dioxa-1,8-octanedithiol